urea-phosphonium salt [PH4+].NC(=O)N